IC=1C=C(C(=O)OC)C=CC1S(NC)(=O)=O methyl 3-iodo-4-(N-methylsulfamoyl)benzoate